2,6-dimethyl-3-octenoic acid CC(C(=O)O)C=CCC(CC)C